FC1=C(C(=O)N([C@H]2CNCCC2)C2=NC=CC3=CC(=CC=C23)C2=CC=CC=C2)C=CC(=C1)C=1N=NN(C1)C (R)-2-fluoro-4-(1-methyl-1H-1,2,3-triazol-4-yl)-N-(6-phenylisoquinolin-1-yl)-N-(piperidin-3-yl)benzamide